N-{3-nitro-4-[(oxan-4-ylmethyl)amino]benzenesulfonyl}-4-{2-[(2S)-2-[2-(pyridin-4-yl)phenyl]pyrrolidin-1-yl]-7-azaspiro[3.5]nonan-7-yl}benzamide hydrochloride Cl.[N+](=O)([O-])C=1C=C(C=CC1NCC1CCOCC1)S(=O)(=O)NC(C1=CC=C(C=C1)N1CCC2(CC(C2)N2[C@@H](CCC2)C2=C(C=CC=C2)C2=CC=NC=C2)CC1)=O